ClC=1C=C2C[C@@H](CC2=CC1F)NC(OCC1=CC=CC=C1)=O |r| Racemic-benzyl (5-chloro-6-fluoro-2,3-dihydro-1H-inden-2-yl)carbamate